1,1,2-propanetriamine C(C(C)N)(N)N